(E)-3-(2-((4-(hydroxymethyl)phenyl)diazenyl)phenyl)propanoic acid OCC1=CC=C(C=C1)/N=N/C1=C(C=CC=C1)CCC(=O)O